C1(CC1)C1=CN(C=2N=CN=C(C21)N2C[C@H](N(CC2)C(C(C)(C)C)=O)C)C=2C=C(C#N)C=CN2 (R)-2-(5-cyclopropyl-4-(3-methyl-4-pivaloylpiperazin-1-yl)-7H-pyrrolo[2,3-d]pyrimidin-7-yl)isonicotinonitrile